5-({1-[4-(piperazin-1-yl)phenyl]imidazol-4-yl}amino)pyrazine-2-carbonitrile N1(CCNCC1)C1=CC=C(C=C1)N1C=NC(=C1)NC=1N=CC(=NC1)C#N